6-chloro-3-[5-methoxy-[1,3]thiazolo[4,5-b]pyridin-6-yl]-1-[[2-(trimethylsilyl)ethoxy]methyl]pyrrolo[2,3-b]pyridine ClC1=CC=C2C(=N1)N(C=C2C=2C=C1C(=NC2OC)N=CS1)COCC[Si](C)(C)C